NC(C)(C)C=1N=C(N(C1)C=1C=CC=2N(C1)C(=CN2)C#N)C2=NC(=CC=C2)C 6-(4-(2-aminopropane-2-yl)-2-(6-methylpyridin-2-yl)-1H-imidazol-1-yl)imidazo[1,2-a]pyridine-3-carbonitrile